CC1(OC(C(C(O1)=O)=C(CNC(OC(C)(C)C)=O)O)=O)C tert-butyl (2-(2,2-dimethyl-4,6-dioxo-1,3-dioxan-5-ylidene)-2-hydroxyethyl)carbamate